(E)-4-chloro-N-(4-(8-(4-chloro-6-cyano-1,2-dimethyl-1H-benzo[d]imidazol-5-yl)indolizine-3-carbonyl)-2,6-difluorophenyl)but-2-enamide ClC/C=C/C(=O)NC1=C(C=C(C=C1F)C(=O)C1=CC=C2C(=CC=CN12)C1=C(C2=C(N(C(=N2)C)C)C=C1C#N)Cl)F